indium sulfoselenide S(=O)(=O)(O)[Se]S(=O)(=O)O.[In]